6-acetyl-8-cyclopentyl-2-((5-(6-(hydroxymethyl)-3,3-dimethyl-3,4-dihydroisoquinolin-2(1H)-yl)pyridin-2-yl)amino)-5-methylpyrido[2,3-d]pyrimidin-7(8H)-one C(C)(=O)C1=C(C2=C(N=C(N=C2)NC2=NC=C(C=C2)N2CC3=CC=C(C=C3CC2(C)C)CO)N(C1=O)C1CCCC1)C